(R)-N-((3-(5-((1,3-dimethyl-azetidin-3-yl)(hydroxy)(4-isopropylphenyl)methyl)pyridin-3-yl)-1,2,4-oxadiazol-5-yl)methyl)acetamide-2,2,2-d3 CN1CC(C1)(C)[C@@](C=1C=C(C=NC1)C1=NOC(=N1)CNC(C([2H])([2H])[2H])=O)(C1=CC=C(C=C1)C(C)C)O